1H-indene-3-acetic acid C1C=C(C2=CC=CC=C12)CC(=O)O